2β,5α-bis(isocyanato)norbornane C1[C@H](C2C[C@@H](C1C2)N=C=O)N=C=O